(3R)-1-(4-{[4-(3-methylpyrrolidin-1-yl)-5-(trifluoromethyl)pyrimidin-2-yl]amino}phenyl)pyrrolidin-3-ol CC1CN(CC1)C1=NC(=NC=C1C(F)(F)F)NC1=CC=C(C=C1)N1C[C@@H](CC1)O